C(C=C)(=O)OCCOC(NCCCCCCCC)=O 2-((octylcarbamoyl)oxy)ethyl acrylate